6-methyl-2-[1-[3-(2-methylpropyl)-phenyl]-ethyl]-4H-3,1-benzoxazin-4-one CC=1C=CC2=C(C(OC(=N2)C(C)C2=CC(=CC=C2)CC(C)C)=O)C1